OC1(CCNCC1)O dihydroxypiperidin